Montanic acid sodium salt [Na+].C(CCCCCCCCCCCCCCCCCCCCCCCCCCC)(=O)[O-]